3-(N-(2-pyrrol-1-yl-5-(trifluoromethyl)phenyl)sulfamoyl)-4-cyclopropylbenzoic acid N1(C=CC=C1)C1=C(C=C(C=C1)C(F)(F)F)NS(=O)(=O)C=1C=C(C(=O)O)C=CC1C1CC1